N-(2-methylpropyl)amine CC(CN)C